methylenebis(6-decylphenol) C(C1=C(C(=CC=C1)CCCCCCCCCC)O)C1=C(C(=CC=C1)CCCCCCCCCC)O